N1=CC=CC2=CC=CC(=C12)O 8-quinolinol